lauryl ether isostearate C(CCCCCCCCCCCCCCC(C)C)(=O)O.C(CCCCCCCCCCC)OCCCCCCCCCCCC